NC1=C(C(=NC(=C1)C1=C(C(=C(C=C1)Cl)N(C)C)F)C(=O)OC)Cl methyl 4-amino-3-chloro-6-(4-chloro-3-dimethylamino-2-fluorophenyl)pyridin-2-carboxylate